2-oxo-N-(5-propyl-1,2,3,4-tetrahydronaphthalen-1-yl)-6-(trifluoromethyl)-1,2-dihydropyridine-3-carboxamide O=C1NC(=CC=C1C(=O)NC1CCCC2=C(C=CC=C12)CCC)C(F)(F)F